1-(4-bromopyridin-2-yl)cyclopropan-1-ol BrC1=CC(=NC=C1)C1(CC1)O